ClC1=NC2=CC(=CC=C2C(=C1)C1=C(C=C(C=C1)F)Cl)O[C@@H](C(=O)N1C[C@H](CCC1)CC(=O)OCC)C ethyl 2-[(3R)-1-[(2R)-2-[[2-chloro-4-(2-chloro-4-fluoro-phenyl)-7-quinolyl]oxy]propanoyl]-3-piperidyl]acetate